6-(2,6-dichloro-3-methoxyphenyl)-2-(methylthio)-[1,2,4]triazolo[4',3':1,6]pyrido[2,3-d]pyrimidine ClC1=C(C(=CC=C1OC)Cl)C1=CC2=C(N=C(N=C2)SC)N2C1=NN=C2